OC(C1=CC=C(C=N1)NC(OC(C)(C)C)=O)C1(CC1)C=1C=NN(C1)C tert-butyl (6-(hydroxyl(1-(1-methyl-1H-pyrazol-4-yl)cyclopropyl)methyl)pyridin-3-yl)carbamate